(3aR,5s,6aS)-N-(6-(2-methyl-2H-indazol-5-yl)-5-(trifluoro-methyl)pyridazin-3-yl)-2-((tetrahydro-2H-pyran-4-yl)methyl)octahydro-cyclopenta[c]pyrrol-5-amine CN1N=C2C=CC(=CC2=C1)C1=C(C=C(N=N1)NC1C[C@@H]2[C@@H](CN(C2)CC2CCOCC2)C1)C(F)(F)F